C(N1CCC2(CC1)OC1=C(C2)C=C(C=C1)B1OC(C(O1)(C)C)(C)C)([2H])([2H])[2H] 1'-(methyl-d3)-5-(4,4,5,5-tetramethyl-1,3,2-dioxaborolan-2-yl)-3H-spiro[benzofuran-2,4'-piperidine]